IC=1C=C(C=CC1)/C=C/C(=O)OCC ethyl (E)-3-(3-iodophenyl)acrylate